BrC1=CC=CC2=C1C=1N=C(N=C(C1O2)C2=CC=CC=C2)C2=CC=CC=C2 9-bromo-2,4-diphenylbenzofuro[3,2-d]pyrimidine